Cl.NC(C)C1(CN(CC1)C(=O)OC(C)(C)C)O tert-butyl 3-(1-aminoethyl)-3-hydroxypyrrolidine-1-carboxylate hydrochloride